(4-(7-carbamoyl benzo[d]imidazo[2,1-b]thiazol-2-yl)-3-fluorophenyl) pyrrolidine-1-carboxylate N1(CCCC1)C(=O)OC1=CC(=C(C=C1)C=1N=C2SC3=C(N2C1)C=CC(=C3)C(N)=O)F